1-((cis)-bicyclo[3.1.0]hexan-3-yl)-4-((5-(4-fluorophenyl)-1,3,4-thiadiazol-2-yl)methyl)-1,4-dihydropyrazine-2,3-dione C12CC(CC2C1)N1C(C(N(C=C1)CC=1SC(=NN1)C1=CC=C(C=C1)F)=O)=O